2-(dicyclohexylphosphino)benzenesulfonic acid C1(CCCCC1)P(C1=C(C=CC=C1)S(=O)(=O)O)C1CCCCC1